CN(C1=CC=CC=C1)C1=CC=C(C=C1)C1CN(C1)C(=O)N1C[C@H](CC1)C1=CN=NN1 [3-[4-(N-Methylanilino)phenyl]azetidin-1-yl]-[(3S)-3-(1H-triazol-5-yl)pyrrolidin-1-yl]methanone